(2R,3S,4S)-4-hydroxy-2-[(4-methoxyphenyl)methyl]pyrrolidin-3-yl N-[4-(diethylamino)butyl]carbamate C(C)N(CCCCNC(O[C@H]1[C@H](NC[C@@H]1O)CC1=CC=C(C=C1)OC)=O)CC